ethyl 4-[5-[[4-cyano-1-(2-trimethylsilylethoxymethyl)imidazole-2-carbonyl]amino]-6-(4,4-dimethylcyclohexen-1-yl)-2-pyridyl]-2,6,6-trimethyl-tetrahydropyran-2-carboxylate C(#N)C=1N=C(N(C1)COCC[Si](C)(C)C)C(=O)NC=1C=CC(=NC1C1=CCC(CC1)(C)C)C1CC(OC(C1)(C)C)(C(=O)OCC)C